C(C1=CC=CC=C1)(C1=CC=CC=C1)N(C(=O)OCC1CCC(CC1)COCC(=O)O)C 2-(((1r,4r)-4-((benzhydryl(methyl)carbamoyl-oxy)methyl)cyclohexyl)methoxy)acetic acid